BrC=1C=C(C=CC1)C1C(=C(NC2=CC=C3C(=C12)NN=C3)C3=CNC1=CC=CC=C31)C#N 9-(3-bromophenyl)-7-(1H-indol-3-yl)-6,9-dihydro-1H-pyrazolo[3,4-f]Quinoline-8-carbonitrile